C(C)C1CCC(CC1)C(=O)OC1=CC(=C(C=C1)OC(C1=CC=C(C=C1)OCCCCCCOC(C=C)=O)=O)C=NNC=1SC2=C(N1)C=CC(=C2)OC.NC2(CC(=CC(=C2)N)N)C2=CC=CC=C2 1,3,5-tri-aminophenyl-benzene [4-(4-ethylcyclohexanecarbonyl)oxy-2-[(6-methoxy-1,3-benzothiazol-2-yl)hydrazonomethyl]phenyl]4-(6-prop-2-enoyloxyhexoxy)benzoate